OC=1C(=C2C=CC(=CC2=CC1)S(=O)(=O)[O-])\N=N\C1=C(C=C(C(=C1)C)S(=O)(=O)[O-])OC 6-hydroxy-5-[(E)-(2-methoxy-5-methyl-4-sulfonatophenyl)diazenyl]-2-naphthalinsulfonat